NCC1=NN=C(O1)C=1N(C=2C=CC=C(C2C1)NC1CCN(CC1)C)CC(F)(F)F 2-(5-(aminomethyl)-1,3,4-oxadiazol-2-yl)-N-(1-methylpiperidin-4-yl)-1-(2,2,2-trifluoroethyl)-1H-indol-4-amine